8-((2,3-dichlorophenyl)thio)imidazo[1,2-c]pyrimidin-5-ol ClC1=C(C=CC=C1Cl)SC=1C=2N(C(=NC1)O)C=CN2